2-Methyl-4-(2,2,6-trimethylcyclohexen-1-yl)-2-butenal CC(C=O)=CCC=1C(CCCC1C)(C)C